1,2,4,5-tetra(4-carboxyphenyl)benzene C(=O)(O)C1=CC=C(C=C1)C1=C(C=C(C(=C1)C1=CC=C(C=C1)C(=O)O)C1=CC=C(C=C1)C(=O)O)C1=CC=C(C=C1)C(=O)O